2-(2H-1,2,3-triazol-2-yl)5-(trifluoromethyl)benzoic acid N=1N(N=CC1)C1=C(C(=O)O)C=C(C=C1)C(F)(F)F